3,7-Dimethyl-6-octen CC(CC)CCC=C(C)C